7-amino-3-cyclopropyl-6-(3-methoxy-2,6-dimethylphenyl)-5-oxo-5,6-dihydro-1,6-naphthyridine-8-carboxamide NC=1N(C(C=2C=C(C=NC2C1C(=O)N)C1CC1)=O)C1=C(C(=CC=C1C)OC)C